CC1=CC(=NN1C1CC(C1)O)C(F)(F)F (1s,3s)-3-(5-methyl-3-(trifluoromethyl)-1H-pyrazol-1-yl)cyclobutan-1-ol